4-{[3-(2-aminobenzo[d]thiazol-6-yl)-5-(4-bromophenyl)-1H-pyrazol-1-yl]methyl}-N-hydroxybenzamide NC=1SC2=C(N1)C=CC(=C2)C2=NN(C(=C2)C2=CC=C(C=C2)Br)CC2=CC=C(C(=O)NO)C=C2